3-(3-fluoro-2-methoxypyridin-4-yl)bicyclo[4.2.0]octa-1(6),2,4-trien-2-amine FC=1C(=NC=CC1C1=C(C=2CCC2C=C1)N)OC